FC1=CC(=C2C(=N1)C(=CO2)C)I 5-fluoro-7-iodo-3-methylfuro[3,2-b]pyridine